lead Maleic anhydride C1(\C=C/C(=O)O1)=O.[Pb]